N1(CCCC1)C=1C2=C(N=C(N1)NC=1N=CN(C1)C1=CC(=C(C(=C1)OC)OC)OC)N=CC=C2 4-(pyrrolidin-1-yl)-N-(1-(3,4,5-trimethoxyphenyl)-1H-imidazol-4-yl)pyrido[2,3-d]pyrimidin-2-amine